FC=1C=C(CN2C(C=3C(C[C@@H]2COC)=CN(N3)C3=NC(=NC=C3C)NC3=CC=NN3C)=O)C=CC1F (R)-6-(3,4-difluorobenzyl)-5-(methoxymethyl)-2-(5-methyl-2-((1-methyl-1H-pyrazol-5-yl)amino)pyrimidin-4-yl)-2,4,5,6-tetrahydro-7H-pyrazolo[3,4-c]pyridin-7-one